C(C)(C)(C)OC(=O)N1CC(C1)C(CCO[Si](C)(C)C(C)(C)C)C=1NC(=C(N1)C1=CC=C(C=C1)OC1=CC=CC=C1)C(=O)OC methyl 2-(1-(1-(tert-butoxycarbonyl) azetidin-3-yl)-3-((tert-butyldimethylsilyl) oxy) propyl)-4-(4-phenoxyphenyl)-1H-imidazole-5-carboxylate